[Ti].[W](F)(F)(F)F tungsten fluoride titanium